ClC=1C=CC(=C(C1)NC(C(=O)N[C@H](C(=O)NC=1C=C2C=C(NC2=CC1)C(=O)O)CCC(=O)N1CCN(CC1)C)=O)N1N=NN=C1 (S)-5-(2-(2-((5-chloro-2-(1H-tetrazol-1-yl)phenyl)amino)-2-oxoacetamido)-5-(4-methylpiperazin-1-yl)-5-oxopentanamido)-1H-indole-2-carboxylic acid